C(C)N(C=1C=CC=2C3(C4=CC=C(C=C4OC2C1)N(CC)CC)NC(C1=CC=CC=C13)=O)CC 3',6'-bis(diethylamino)spiro[isoindoline-1,9'-xanthen]-3-one